O[C@H](CO)[C@@H]1N(CCC1)C(=O)O (R)-2-((S)-1,2-dihydroxyethyl)pyrrolidine-1-carboxylic acid